4-bromo-6-methyl-1-(4-methylbenzenesulfonyl)pyrrolo[2,3-c]pyridin-7-one BrC=1C2=C(C(N(C1)C)=O)N(C=C2)S(=O)(=O)C2=CC=C(C=C2)C